C(C)O[SiH2]CCCSSSSCCC[SiH2]OCC bis-(3-ethoxysilylpropyl) tetrasulfide